FC1(CN(C(OCC1)=C=O)C=1N=C2N(CCOC3=C2C=CC(=C3)N[C@H](C(=O)N)C)C1)F (S)-2-((2-(5,5-difluoro-2-carbonyl-1,3-oxazepan-3-yl)-5,6-dihydrobenzo[f]imidazo[1,2-d][1,4]oxazepin-9-yl)amino)propionamide